FC1(CCC1)C(=O)NC1=CC=2C(C=3N=C(N=CC3C2C=C1)C(F)(F)F)=O 1-fluoro-N-(9-oxo-2-(trifluoromethyl)-9H-indeno[2,1-d]pyrimidine-7-yl)cyclobutane-1-carboxamide